hexa(acetamidophenyl)cyclotriphosphazene C(C)(=O)NC1=C(C=CC=C1)P1(=NP(=NP(=N1)(C1=C(C=CC=C1)NC(C)=O)C1=C(C=CC=C1)NC(C)=O)(C1=C(C=CC=C1)NC(C)=O)C1=C(C=CC=C1)NC(C)=O)C1=C(C=CC=C1)NC(C)=O